CN(C(C(C(C(F)(F)F)(F)F)(F)F)=O)C N,N-dimethyl-perfluorobutanamide